tert-butyl 4-[2-[2-amino-5-(2-hydroxyphenyl)-3-pyridyl]-4-pyridyl]piperazine-1-carboxylate NC1=NC=C(C=C1C1=NC=CC(=C1)N1CCN(CC1)C(=O)OC(C)(C)C)C1=C(C=CC=C1)O